C1(=C(C=CC=C1)NC(=S)NC(OC)=O)NC(=S)NC(OC)=O Dimethyl N,N'-[1,2-phenylenebis(azanediylcarbonothioyl)]dicarbamate